C(C)(=O)OC1=CC(=CC2=CC(=CC=C12)NC(C)=O)S(=O)(=O)Cl (6-acetamido-3-chlorosulfonyl-1-naphthyl) acetate